COC=1C=C(C=CC1)C1=CC(=CC(=C1)OC)[C@H](CC(=O)[O-])NC(=O)NC=1C(N(C(=CC1[O-])C)C)=O.[Na+].[Na+] Natrium (S)-3-(3',5-Dimethoxybiphenyl-3-yl)-3-(3-(1,6-dimethyl-4-oxido-2-oxo-1,2-dihydropyridin-3-yl)ureido)propanoat